NC1=CC=C(C=C1)C(C(C(C(C(C(C(C1=CC=C(C=C1)N)(F)F)(F)F)(F)F)(F)F)(F)F)(F)F)(F)F 1,7-bis(4-aminophenyl)tetradecaFluoroheptane